IC=1C=C(C(=NC1)NCC1=CC2=C(OC(CO2)C=2C=NC(=CC2)OC)C=C1)[N+](=O)[O-] 5-iodo-N-((2-(6-methoxypyridin-3-yl)-2,3-dihydrobenzo[b][1,4]dioxin-6-yl)methyl)-3-nitropyridin-2-amine